P(=O)(OC(CN(CCC)C(C=C)=O)CN(C(C=C)=O)CCC)(O)O 1,3-bis-(N-acryloyl-N-propylamino)-prop-2-yl dihydrogen phosphate